pentatriacontyl eicos-13-enoate C(CCCCCCCCCCCC=CCCCCCC)(=O)OCCCCCCCCCCCCCCCCCCCCCCCCCCCCCCCCCCC